furo[2,3-h]pyrido[2,1-a]isoquinoline-10-carboxylate C=1COC2=CC=C3C=CN4C(=C3C21)C=CC(=C4)C(=O)[O-]